FC1=C(C(=C2C=CNC2=C1F)S(=O)C)OC1=CC(=C(C=C1)F)C=1NC=C(N1)C1(CCOC2=C(C=CC=C12)\C=C\S(=O)(=O)C)C 6,7-difluoro-5-[4-fluoro-3-[4-[4-methyl-8-[(E)-2-methylsulfonylvinyl]chroman-4-yl]-1H-imidazol-2-yl]phenoxy]-4-methylsulfinyl-1H-indole